2-{4-[7-(aminocarbonyl)-5-fluoro-2H-indazole-2-yl]phenyl}piperidinium NC(=O)C1=CC(=CC2=CN(N=C12)C1=CC=C(C=C1)C1[NH2+]CCCC1)F